2-(2-(6-methoxy-1H-pyrrolo[2,3-b]pyridin-4-yl)-6-((R)-3-methylmorpholino)-pyrimidin-4-yl)-1-(methylimino)tetrahydro-1H-1λ6-thiophene 1-oxide COC1=CC(=C2C(=N1)NC=C2)C2=NC(=CC(=N2)C2S(CCC2)(=NC)=O)N2[C@@H](COCC2)C